N12CC3CCC3CC=CCCNS(NC(C3=CC=C(OCC4(C1)CC=CC1=CC=CC=C14)C2=C3)=O)(=O)=O 15E-SPIRO[NAPHTHALENE-1,22'-[20]OXA[13]THIA[1,12,14]TRIAZATETRACYCLO[14.7.2.03,6.019,24]PENTACOSA[8,16,18,24]TETRAEN]-15'-ONE 13',13'-DIOXIDE